S-(4-((7,9-difluoro-5H-pyrido[3,2-b]indol-5-yl)methyl)benzyl)thioacetate FC=1C=C(C=2C3=C(N(C2C1)CC1=CC=C(CS=C(C)[O-])C=C1)C=CC=N3)F